NC1=C(N=C2N1C=CC=C2OC2=C(C=CC(=C2)F)OC)C(=O)NCCC 3-Amino-8-(5-fluoro-2-methoxyphenoxy)-N-propylimidazo[1,2-a]pyridine-2-carboxamide